[Pd](Cl)Cl.C1(CCCCC1)P(C1(C(=CC=CC1)C1=C(C=C(C=C1C(C)C)C(C)C)C(C)C)N)C1CCCCC1 2-dicyclohexylphosphino-2',4',6'-triisopropylbiphenylamine palladium chloride